D-arabinonic acid O=C([C@@H](O)[C@H](O)[C@H](O)CO)O